(1-(4-(7-((3-(diethylamino) propyl) carbamoyl) benzo[d]imidazo[2,1-b]thiazol-2-yl) phenyl) cyclopropyl) carbamate C(N)(OC1(CC1)C1=CC=C(C=C1)C=1N=C2SC3=C(N2C1)C=CC(=C3)C(NCCCN(CC)CC)=O)=O